2-(4-isopropylphenyl)-4-oxo-4-(p-tolyl)butyronitrile C(C)(C)C1=CC=C(C=C1)C(C#N)CC(C1=CC=C(C=C1)C)=O